OOONCCCCCCCCC(=O)O trioxa-4-azatridecan-13-oic acid